CN(CCCOC1=NC=C(C=C1)C1=CC=C2N=CC=3N(C2=C1)C(=NC3C)N3C[C@@H](O[C@@H](C3)C)C)C N,N-dimethyl-3-((5-(1-((2S,6R)-2,6-dimethylmorpholino)-3-methylimidazo[1,5-a]quinoxalin-8-yl)pyridin-2-yl)oxy)propan-1-amine